2-bromo-6-(carboxymethylsulfanyl)pyridine-4-carboxylic acid BrC1=NC(=CC(=C1)C(=O)O)SCC(=O)O